COC1=C(C=NC=C1)C1=CC2=C(C(=N1)C)C=NN2C2=CC(=CC(=N2)N2CC(CC2)N(C)C)N2[C@@H]([C@H](C2)CS(=O)(=O)C)C 1-(6-(6-(4-methoxypyridin-3-yl)-4-methyl-1H-pyrazolo[4,3-c]pyridin-1-yl)-4-((2R,3S)-2-methyl-3-((methylsulfonyl)methyl)azetidin-1-yl)pyridin-2-yl)-N,N-dimethylpyrrolidin-3-amine